FC=1C=C(C=NC1C=C)O 5-fluoro-6-vinylpyridin-3-ol